tert-Butyl 3-((4-((5-(tert-butyl)-4-chloro-2-hydroxyanilino)methyl)thiazole-2-carbonyl)amino)azetidine-1-carboxylate C(C)(C)(C)C=1C(=CC(=C(NCC=2N=C(SC2)C(=O)NC2CN(C2)C(=O)OC(C)(C)C)C1)O)Cl